2,6-dimethyl-3-fluorophenylboronic acid CC1=C(C(=CC=C1F)C)B(O)O